Methyl-1-phenylpropanol CC(CC)(O)C1=CC=CC=C1